(2S,5R)-1-(4'-amino-2'-methoxy-[1,1'-biphenyl]-4-carbonyl)-5-(2-chlorophenyl)pyrrolidine-2-carboxylic acid NC1=CC(=C(C=C1)C1=CC=C(C=C1)C(=O)N1[C@@H](CC[C@@H]1C1=C(C=CC=C1)Cl)C(=O)O)OC